Benzyl (3S,5R)-4-(3-((5-aminopyridin-2-yl)oxy)propyl)-3,5-dimethylpiperazine-1-carboxylate NC=1C=CC(=NC1)OCCCN1[C@H](CN(C[C@H]1C)C(=O)OCC1=CC=CC=C1)C